[4-(1,5-dimethylpyrazol-4-yl)-5,7-dihydro-4H-thieno[2,3-c]pyridin-6-yl]-[5-(2-fluorophenyl)isoxazol-3-yl]methanone CN1N=CC(=C1C)C1C2=C(CN(C1)C(=O)C1=NOC(=C1)C1=C(C=CC=C1)F)SC=C2